NC1=CC(=C(CN2C(CN(CC2)C)=O)C=C1)C 1-(4-amino-2-methylbenzyl)-4-methylpiperazine-2-one